2-phenyl-adamantane C1(=CC=CC=C1)C1C2CC3CC(CC1C3)C2